C(#N)/C(=C(\C(=O)OCC)/O)/C1CCC1 ethyl (E)-3-cyano-3-cyclobutyl-2-hydroxyacrylate